(S)-(4-(difluoromethyl)-2-(pyridin-2-yl)oxazol-5-yl)(4-(pyrazolo[1,5-a]pyridin-2-yl)-6,7-dihydro-1H-imidazo[4,5-c]pyridin-5(4H)-yl)methanone FC(C=1N=C(OC1C(=O)N1[C@@H](C2=C(CC1)NC=N2)C2=NN1C(C=CC=C1)=C2)C2=NC=CC=C2)F